6-(2-fluoropropan-2-yl)-N-(2-((R)-9-(pyridin-2-yl)-6-oxaspiro[4.5]decan-9-yl)ethyl)-5,6-dihydro-4H-pyrrolo[1,2-b]pyrazol-4-amine FC(C)(C)C1CC(C=2N1N=CC2)NCC[C@]2(CCOC1(CCCC1)C2)C2=NC=CC=C2